Sodium pyridine-2,6-dicarboxylate N1=C(C=CC=C1C(=O)[O-])C(=O)[O-].[Na+].[Na+]